phenyl bis(amino-benzothiazolyl) phosphate P(=O)(OC1=CC=CC=C1)(OC=1SC2=C(N1)C(=CC=C2)N)OC=2SC1=C(N2)C(=CC=C1)N